2-amino-[3-(trifluoromethyl)phenyl]Acetamide hydrochloride Cl.NC(C(=O)N)C1=CC(=CC=C1)C(F)(F)F